methyl-3-amino-4-((4-methyl-5-nitrothiazol-2-yl)carbamoyl)benzoic acid CC1=C(C(=O)O)C=CC(=C1N)C(NC=1SC(=C(N1)C)[N+](=O)[O-])=O